N-((1-((tert-butyldiphenylsilyl)oxy)cyclobutyl)methyl)-6-(4-chlorophenyl)-8-(1-methyl-1H-Pyrazol-4-yl)-[1,2,4]triazolo[4,3-a]pyrazin-3-amine [Si](C1=CC=CC=C1)(C1=CC=CC=C1)(C(C)(C)C)OC1(CCC1)CNC1=NN=C2N1C=C(N=C2C=2C=NN(C2)C)C2=CC=C(C=C2)Cl